C(C)(C)(C)NCCC t-butylpropylamine